7,5-dibutylamino-1,8-diazabicyclo[5.4.0]-undecene C(CCC)NC12CC(CC=CN2CCCN1)NCCCC